ClC1=C(C=C(C=C1)C=1OC(C(N1)=CC=1SC=CC1)=O)[N+](=O)[O-] 2-(4-chloro-3-nitrophenyl)-4-(thiophen-2-ylmethylene)oxazol-5(4H)-one